NCCCN1C(=NC=C1)C=O 1-(3-aminopropyl)-1H-imidazole-2-carbaldehyde